C(C1=CC=CC=C1)(=O)C1=C(OC2=C1C=CC=C2)CC(C(=O)OCC)(C(=O)OCC)Cl diethyl 2-((3-benzoylbenzofuran-2-yl) methyl)-2-chloropropanedioate